4-[(1R)-1-carboxy-2-(2-{[2-(2-methoxyphenyl)pyrimidin-4-yl]methoxy}phenyl)ethoxy]-6-(4-fluorophenyl)thieno[2,3-d]pyrimidin C(=O)(O)[C@@H](CC1=C(C=CC=C1)OCC1=NC(=NC=C1)C1=C(C=CC=C1)OC)OC=1C2=C(N=CN1)SC(=C2)C2=CC=C(C=C2)F